Cl.NC=1C=CC(=NC1C)C=1N=NN(C1C(=O)NC(O[C@H](CF)C1=CC(=CC=C1)F)=O)C (S)-2-fluoro-1-(3-fluorophenyl)ethyl (4-(5-amino-6-methylpyridin-2-yl)-1-methyl-1H-1,2,3-triazole-5-carbonyl)carbamate hydrochloride